bis(trimethylphenyl)ammonium oxalate C(C(=O)[O-])(=O)[O-].CC1=C(C(=C(C=C1)[NH2+]C1=C(C(=C(C=C1)C)C)C)C)C.CC1=C(C(=C(C=C1)[NH2+]C1=C(C(=C(C=C1)C)C)C)C)C